3-(3-(((4-bromophenyl)thiocarbamoyl)oxy)azetidin-1-yl)-2-(1H-pyrrol-1-yl)benzoic acid BrC1=CC=C(C=C1)NC(=S)OC1CN(C1)C=1C(=C(C(=O)O)C=CC1)N1C=CC=C1